3-(3',5'-di-tert-butyl-4'-hydroxyphenyl)propionic acid hexadecyl ester C(CCCCCCCCCCCCCCC)OC(CCC1=CC(=C(C(=C1)C(C)(C)C)O)C(C)(C)C)=O